C(=O)(O)C1=C(C=CC(=C1)C(=O)O)C=1C=NC=C(C1)C1=C(C=C(C=C1)C(=O)O)C(=O)O 3,5-di(2,4-dicarboxyphenyl)pyridine